2-hydroxy-3-oxohexadecane OC(C)C(CCCCCCCCCCCCC)=O